CC1=CC2=C(NCOC2)C=C1 6-methyl-1,4-dihydro-2H-benzo[d][1,3]oxazin